(±)-2-(aminomethyl)-N,N-diethyl-1-phenylcyclopropanecarboxamide hydrochloride Cl.NCC1C(C1)(C(=O)N(CC)CC)C1=CC=CC=C1